FC(C1=NC(=CC(=N1)NC1=NN2C(C=C(C=C2)C=2N(N=CC2OC[C@@H]2N(CC2)C)C)=C1)C)F N-[2-(difluoromethyl)-6-methyl-pyrimidin-4-yl]-5-[2-methyl-4-[[(2R)-1-methylazetidin-2-yl]methoxy]pyrazol-3-yl]pyrazolo[1,5-a]pyridin-2-amine